OCCC1=C(C(=CC=C1)CCO)C 2,6-bis(2'-hydroxyethyl)-1-methylbenzene